[N+](=[N-])=C(C(=O)OC)C1=C(C=CC=C1)F methyl diazo-2-fluorophenylacetate